ClC=1C=C(O[C@@H](CCCC2CCN(CC2)C(=O)OC(C)(C)C)C)C=CC1C(N(C)C)=O |r| racemic-tert-butyl 4-(4-(3-chloro-4-(dimethylcarbamoyl)phenoxy)pentyl)piperidine-1-carboxylate